N[C@@H]1C[C@H](N(C1)C(=O)C1=CC2=C(S1)C=C(C(=C2)Cl)Cl)C=2SC=C(N2)C(=O)N[C@H](C(=O)NC)CCCCNC(=N)N 2-((2S,4R)-4-Amino-1-(5,6-dichlorobenzo[b]thiophen-2-carbonyl)pyrrolidin-2-yl)-N-((S)-6-guanidino-1-(methylamino)-1-oxohexan-2-yl)thiazol-4-carboxamid